OC1(C2(C(C(C3(C(C4=C(C=5C=CC(C(C1([2H])[2H])=O)=C2C53)C=CC=C4)([2H])[2H])[2H])([2H])[2H])([2H])[2H])[2H])[2H] 3-hydroxybenzo[a]Pyrene-d11-One